N-(bicyclo[4.1.0]heptan-3-yl)-3-tosyl-3-azabicyclo[3.1.0]hexane-2-carboxamide C12CC(CCC2C1)NC(=O)C1C2CC2CN1S(=O)(=O)C1=CC=C(C)C=C1